3-{[(3S)-3-{6-[(2R,4S)-4-fluoro-2-[3-fluoro-5-(methylsulfanyl)phenyl]pyrrolidin-1-yl]imidazo[1,2-b]pyridazine-3-amido}pyrrolidin-1-yl]methyl}benzoic acid F[C@H]1C[C@@H](N(C1)C=1C=CC=2N(N1)C(=CN2)C(=O)N[C@@H]2CN(CC2)CC=2C=C(C(=O)O)C=CC2)C2=CC(=CC(=C2)SC)F